{(6,6'-bis(naphthalen-1-yl)[1,1'-binaphthalene]-2,2'-diyl)bis[oxy(3-phenylnaphthalene-4,1-diyl)]}dimethanol C1(=CC=CC2=CC=CC=C12)C=1C=C2C=CC(=C(C2=CC1)C1=C(C=CC2=CC(=CC=C12)C1=CC=CC2=CC=CC=C12)OC1=C(C=C(C2=CC=CC=C12)CO)C1=CC=CC=C1)OC1=C(C=C(C2=CC=CC=C12)CO)C1=CC=CC=C1